NC=1C=CC(=C2CN(C(C12)=O)CC(=C)C1=CC=NC=C1)C=1C=C2C(=NN(C2=CC1)CC1=CC=C(C=C1)OC)C1=CC=CC=C1 7-amino-4-[1-[(4-methoxyphenyl)methyl]-3-phenyl-indazol-5-yl]-2-[2-(4-pyridyl)allyl]isoindolin-1-one